FC1=C(C=CC=C1B1OC(C(O1)(C)C)(C)C)N1C[C@H](O[C@H](C1)C)C (cis)-4-(2-fluoro-3-(4,4,5,5-tetramethyl-1,3,2-dioxaborolan-2-yl)phenyl)-2,6-dimethylmorpholine